CC1CN(CCN1CC1=C(C=C(C=C1)C(F)(F)F)N1CCCC1)C(=O)N1N=C(C=C1)NS(=O)(=O)C N-(1-(3-Methyl-4-(2-(pyrrolidin-1-yl)-4-(trifluoromethyl)benzyl)piperazine-1-carbonyl)-1H-pyrazol-3-yl)methanesulfonamide